N-(5-((4-(4-aminopyrimidin-2-yl)-1-methyl-1H-pyrazol-5-yl)oxy)pentan-2-yl)-6'-chloro-3-methoxy-[2,3'-bipyridin]-4'-amine NC1=NC(=NC=C1)C=1C=NN(C1OCCCC(C)NC1=C(C=NC(=C1)Cl)C1=NC=CC=C1OC)C